phenyl 6-(4-fluorobenzyl)-3,3-dimethyl-2,3-dihydro-1H-pyrrolo[3,2-b]pyridine-5-carboxylate FC1=CC=C(CC=2C=C3C(=NC2C(=O)OC2=CC=CC=C2)C(CN3)(C)C)C=C1